3-(4-(Trifluoromethyl)benzyl)-6-benzyl-5,6,7,8-tetrahydro-1-isopropylpyrido[4,3-d]pyrimidine-2,4(1H,3H)-dione FC(C1=CC=C(CN2C(N(C3=C(C2=O)CN(CC3)CC3=CC=CC=C3)C(C)C)=O)C=C1)(F)F